C(=O)(OC(C)(C)C)C1=C(NC=C1)N R-3-Boc-aminopyrrole